8-(6-((2-(3-azabicyclo[3.1.0]hexan-3-yl)ethoxy)methyl)pyridin-3-yl)-1-(trans-3-methoxycyclobutyl)-3-methyl-1H-imidazo[4,5-c]cinnolin-2(3H)-one C12CN(CC2C1)CCOCC1=CC=C(C=N1)C1=CC=2C3=C(N=NC2C=C1)N(C(N3[C@@H]3C[C@H](C3)OC)=O)C